isopentyl (3R,6S)-3-benzyl-6-(4-hydroxybenzyl)-8-((S)-1-((3-hydroxypropyl)amino)-1-oxo-3-phenylpropan-2-yl)-4,7-dioxohexahydropyrazino[2,1-c][1,2,4]oxadiazine-1(6H)-carboxylate C(C1=CC=CC=C1)[C@@H]1C(N2C(N(O1)C(=O)OCCC(C)C)CN(C([C@@H]2CC2=CC=C(C=C2)O)=O)[C@H](C(=O)NCCCO)CC2=CC=CC=C2)=O